2-(6-acetylpyridin-2-yl)-N-(5-chloro-4-(5,5-dimethyl-5,6-dihydro-4H-pyrrolo[1,2-b]pyrazol-3-yl)pyridin-2-yl)propanamide C(C)(=O)C1=CC=CC(=N1)C(C(=O)NC1=NC=C(C(=C1)C1=C2N(N=C1)CC(C2)(C)C)Cl)C